5-(6-((1-(4-(4-chloro-1,2-bis(4-hydroxyphenyl)but-1-en-1-yl)phenyl)piperidin-4-yl)methyl)-3,6-diazabicyclo[3.1.1]heptan-3-yl)-2-(2,6-dioxopiperidin-3-yl)-6-fluoroisoindoline-1,3-dione ClCCC(=C(C1=CC=C(C=C1)O)C1=CC=C(C=C1)N1CCC(CC1)CN1C2CN(CC1C2)C=2C=C1C(N(C(C1=CC2F)=O)C2C(NC(CC2)=O)=O)=O)C2=CC=C(C=C2)O